BrC(C(=O)NC1=NC=C(C=C1)OC1=C(C=C(C=C1)F)F)C 2-bromo-N-(5-(2,4-difluorophenoxy)pyridin-2-yl)propionamide